6-bromo-8,9-dihydro-7H-cyclopenta[c][1,2,4]triazolo[1,5-a]pyridine BrC=1C2=C(C=3N(C1)N=CN3)CCC2